1-azabicyclo[3.2.0]heptan-5-ylmethanol N12CCCC2(CC1)CO